(R)-7,7-dimethyl-2-(1H-indol-4-yl)-6-(4-difluoromethoxybenzoyl)-4-(3-methylmorpholin-4-yl)-6,7-dihydro-5H-pyrrolo[3,4-d]pyrimidine CC1(N(CC2=C1N=C(N=C2N2[C@@H](COCC2)C)C2=C1C=CNC1=CC=C2)C(C2=CC=C(C=C2)OC(F)F)=O)C